5-(4-fluorophenyl)-1-(1-methylazetidin-3-yl)-4-oxopyridine-3-carboxamide FC1=CC=C(C=C1)C=1C(C(=CN(C1)C1CN(C1)C)C(=O)N)=O